Cl.COC(=O)C1=CC=C(C=C1)C1CN(CCCN1)C(=O)OCC1=CC=CC=C1 benzyl 3-(4-(methoxycarbonyl)phenyl)-1,4-diazepane-1-carboxylate hydrochloride